C1(CCCCC1)OC(C(CC1=CC=CC=C1)Cl)=O 2-chloro-3-phenylpropionic acid cyclohexyl ester